O=C1NC(CCC1N1C(C2=CC=C(C=C2C1)N1CCN(CC1)CCCCOC1=CC=C(C=C1)[C@H](C)NC(OC(C)(C)C)=O)=O)=O tert-butyl (1S)-1-(4-(4-(4-(2-(2,6-dioxopiperidin-3-yl)-1-oxoisoindolin-5-yl)piperazin-1-yl)butoxy)phenyl)ethylcarbamate